O1C=CC=2C(=NC=CC21)B(O)O FURO[3,2-C]PYRIDINE-4-BORONIC ACID